(octahydro-4,7-methylene-1H-indenyl)ethanolate acrylate C(C=C)(=O)[O-].C1C2C3CCC(C3C1CC2)C(C)[O-]